C(CCCCCCC)N(C(OC)=O)CCCCCCCC methyl N,N-dioctylcarbamate